4-amino-6-bromo-2-[(4-methoxyphenyl)methyl]-3-(2-methylphenyl)-2,3-dihydro-1H-isoindol-1-one NC1=C2C(N(C(C2=CC(=C1)Br)=O)CC1=CC=C(C=C1)OC)C1=C(C=CC=C1)C